1-hexyl-imidazoleacetic acid bromide C(CCCCC)N1C(=NC=C1)CC(=O)Br